9,9',9''-(4-(3-(4,6-diphenyl-1,3,5-triazin-2-yl)phenyl)pyridine-2,3,5-triyl)tris(3,6-dimethyl-9H-carbazole) C1(=CC=CC=C1)C1=NC(=NC(=N1)C1=CC=CC=C1)C=1C=C(C=CC1)C1=C(C(=NC=C1N1C2=CC=C(C=C2C=2C=C(C=CC12)C)C)N1C2=CC=C(C=C2C=2C=C(C=CC12)C)C)N1C2=CC=C(C=C2C=2C=C(C=CC12)C)C